N1N=NN=C1C(=O)[O-].N1N=NN=C1C(=O)[O-].[Na+].[Na+] sodium bis-tetrazolate